C(C)OC(CC1=C(C=C(C(=C1)F)Br)CBr)=O 2-[4-bromo-2-(bromomethyl)-5-fluoro-phenyl]acetic acid ethyl ester